N'-{(6R)-7,7-difluoro-2-[5-fluoro-4-(2,4,6-trifluorophenyl)-1,2-benzoxazol-3-yl]-3-oxo-2,5,6,7-tetrahydro-3H-pyrrolo[1,2-c]imidazol-6-yl}-N,N-dimethylsulfuric diamide FC1([C@@H](CN2C(N(C=C21)C2=NOC1=C2C(=C(C=C1)F)C1=C(C=C(C=C1F)F)F)=O)NS(N(C)C)(=O)=O)F